2-(PENTAN-3-YLAMINO)ACETIC ACID CCC(CC)NCC(=O)O